C(C)OC1=C2C(C=C(OC2=CC2=C1C=CO2)\C=C\C2=CC=CC=C2)=O 4-Ethoxy-7-((E)-styryl)-furo[3,2-g]chromen-5-one